BrC1=CC(=C(CN2C(C3=NC=CC=C3C2=O)([2H])[2H])C(=C1)C(F)(F)F)F 6-(4-bromo-2-fluoro-6-(trifluoromethyl)benzyl)-6,7-dihydro-5H-pyrrolo[3,4-b]pyridin-5-one-7,7-d2